(E)-N-(4-(N-(3,5-dibromobenzyl)-N-(4-fluorobenzyl)sulfamoyl)phenyl)-3-(pyridin-4-yl)acrylamide BrC=1C=C(CN(S(=O)(=O)C2=CC=C(C=C2)NC(\C=C\C2=CC=NC=C2)=O)CC2=CC=C(C=C2)F)C=C(C1)Br